NCC=1C=C(C=CC1)C=1C(=NN(C1C(=O)O)C=1SC(=C(N1)C1=CC(=C(C=C1)Cl)Cl)SC(C)C)C 4-(3-(aminomethyl)phenyl)-1-(4-(3,4-dichlorophenyl)-5-(isopropylsulfanyl)thiazol-2-yl)-3-methyl-1H-pyrazole-5-carboxylic acid